N-[5-[4-[[(2R)-1-ethylazetidin-2-yl]methoxy]-2-methyl-pyrazol-3-yl]pyrazolo[1,5-a]pyridin-2-yl]cyclopropanecarboxamide C(C)N1[C@H](CC1)COC1=C(N(N=C1)C)C1=CC=2N(C=C1)N=C(C2)NC(=O)C2CC2